Tert-butyl 4-(4-bromo-2-fluorobenzoyl)-4-hydroxypiperidine-1-carboxylate BrC1=CC(=C(C(=O)C2(CCN(CC2)C(=O)OC(C)(C)C)O)C=C1)F